C(C)(C)(C)OC(C[C@H](NC(=O)OCC1=CC=CC=C1)C(=O)O)=O Cbz-L-aspartic acid-4-tert-butyl ester